Cl.C(C)(C)N1C=NC=2C=CC=3C=NC(=NC3C21)NC2=NC=C(C=C2)N2CCNCC2 1-isopropyl-N-(5-(piperazin-1-yl)pyridin-2-yl)-1H-imidazo[4,5-H]quinazolin-8-amine hydrochloride